Cl.Cl.FC1=CC=C(C=C1)C1C(CNC1)C(=O)NC1=C2C=CN=CC2=CC=C1 4-(4-Fluorophenyl)-N-(isoquinolin-5-yl)pyrrolidine-3-carboxamide dihydrochloride